N(N)C=1SC(=NN1)C1=CC=C(C=C1)C(F)(F)F 2-hydrazino-5-(4-(trifluoromethyl)phenyl)-1,3,4-thiadiazole